2-[4-[8-chloro-7-[4-fluoro-2-methyl-3-(2-trimethylsilylethoxymethyl)benzimidazol-5-yl]oxy-quinoxalin-2-yl]pyrazol-1-yl]-1-morpholino-ethanone ClC=1C(=CC=C2N=CC(=NC12)C=1C=NN(C1)CC(=O)N1CCOCC1)OC1=C(C2=C(N=C(N2COCC[Si](C)(C)C)C)C=C1)F